FC(C1=NN=C(O1)C1=CN=C(S1)CN(S(=O)(=O)N1CCSCC1)C1=CC=CC=C1)F N-[[5-[5-(difluoromethyl)-1,3,4-oxadiazol-2-yl]thiazol-2-yl]methyl]-N-phenyl-thiomorpholine-4-sulfonamide